COC1=C(C=NN=C2SC(C(N2)=O)CC(=O)O)C=CC(=C1)OC 2-(2-((2,4-dimethoxybenzylidene)hydrazono)-4-oxothiazolidine-5-yl)acetic acid